4-(3-(6-Methoxypyridin-2-yl)-1-methyl-1H-pyrazol-4-yl)-6-methyl-1H-pyrazolo[3,4-b]pyridine COC1=CC=CC(=N1)C1=NN(C=C1C1=C2C(=NC(=C1)C)NN=C2)C